(E)-3-(2-(benzo[c][1,2,5]oxadiazol-5-ylmethoxy)-4-((2-bromo-[1,1'-biphenyl]-3-yl)methoxy)-5-chlorophenyl)acrylic acid N=1ON=C2C1C=CC(=C2)COC2=C(C=C(C(=C2)OCC=2C(=C(C=CC2)C2=CC=CC=C2)Br)Cl)/C=C/C(=O)O